CC1(C[C@H]2C=C([C@H]3[C@]2(C1)C(=C)C(=O)OC3)C(=O)[O-])C The molecule is a monocarboxylic acid anion that is the conjugate base of pentalenolactone E, obtained by deprotonation of the carboxy group; major species at pH 7.3. It is a conjugate base of a pentalenolactone E.